COCC1=C(N=CC=2N(C3=CC=C(C=C3C21)OS(=O)(=O)C(F)(F)F)C(=O)OC(C)(C)C)C(=O)OCC 9-(tert-butyl) 3-ethyl 4-(methoxymethyl)-6-(((trifluoromethyl)sulfonyl)oxy)-9H-pyrido[3,4-b]indole-3,9-dicarboxylate